CC1(CC1)NCC1=C2C(=NC(=C1)C(=O)OC)CCC2 methyl 4-(((1-methylcyclopropyl) amino) methyl)-6,7-dihydro-5H-cyclopenta[b]pyridine-2-carboxylate